3-(1-(((benzyloxy)carbonyl)amino)-2-oxoethyl)azetidine-1-carboxylate C(C1=CC=CC=C1)OC(=O)NC(C=O)C1CN(C1)C(=O)[O-]